CC=1C=C(C=CC1O)C1(CC(CC(C1)C)(C)C)C1=CC(=C(C=C1)O)C 1,1-bis(3-Methyl-4-hydroxyphenyl)-3,3,5-trimethylcyclohexane